2,2'-bis(2-chlorophenyl)-4,4',5,5'-tetra(4-methylphenyl)-1,2'-Biimidazole ClC1=C(C=CC=C1)C=1N(C(=C(N1)C1=CC=C(C=C1)C)C1=CC=C(C=C1)C)C1(N=C(C(=N1)C1=CC=C(C=C1)C)C1=CC=C(C=C1)C)C1=C(C=CC=C1)Cl